C1=C(C=CC2=CC=CC=C12)C1=NN(C=C1C=CC(=O)N[C@@H](CCCN\C(\N)=N\[H])C(=O)O)C1=CC=CC=C1 (E)-(3-(3-(naphthalen-2-yl)-1-phenyl-1H-pyrazol-4-yl)acryloyl)-L-arginine